(S)-1-(2,5-dioxo-2,5-dihydro-1H-pyrrol-1-yl)-16,16,20,21-tetramethyl-10,19-dioxo-3,6-dioxa-14,15-dithia-9,20-diaza-docosane-22-ic acid O=C1N(C(C=C1)=O)CCOCCOCCNC(CCCSSC(CCC(N([C@H](C(=O)O)C)C)=O)(C)C)=O